(R)-1-(6-(6-(2-(3-fluorophenyl)pyrrolidin-1-yl)imidazo[1,2-b]pyridazin-3-yl)pyridin-2-yl)piperidin-4-one FC=1C=C(C=CC1)[C@@H]1N(CCC1)C=1C=CC=2N(N1)C(=CN2)C2=CC=CC(=N2)N2CCC(CC2)=O